N-[2-({4-[N-(3-cyano-4-fluorophenyl)-N'-hydroxycarbamimidoyl]-1,2,5-oxadiazol-3-yl}sulfanyl)ethyl]-2-hydroxyacetamide C(#N)C=1C=C(C=CC1F)NC(=NO)C=1C(=NON1)SCCNC(CO)=O